ethyl 2-(2-((6-(4-cyano-2,6-dimethylbenzylamino)pyrimidin-4-yloxy)methyl)-6-cyclopropylimidazo[1,2-a]pyridin-8-yl)acetate C(#N)C1=CC(=C(CNC2=CC(=NC=N2)OCC=2N=C3N(C=C(C=C3CC(=O)OCC)C3CC3)C2)C(=C1)C)C